BrC=1C=C(C=CC1)N1N=C(C(=C1)I)OCC1=CC=C(C=C1)OC 1-(3-bromophenyl)-4-iodo-3-((4-methoxybenzyl)oxy)-1H-pyrazole